CC1=CC=C(C=C1)C1=CC=C(C=C1)C1(CC=C(C=C1)C1=CC=C(C=C1)NC1=CC=C(C=C1)C1=CC=C(C=C1)C)N 4,N4'-bis(4'-methyl-[1,1'-biphenyl]-4-yl)-[1,1'-biphenyl]-4,4'-diamine